Tert-butyl N-[3-amino-1-(tert-butoxycarbonylamino)-3-oxo-prop-1-enyl]carbamate NC(C=C(NC(=O)OC(C)(C)C)NC(OC(C)(C)C)=O)=O